OC[C@H](C1=CC=CC=C1)NC1=NC(=NC=C1C1=NC(=NO1)C=1C=NC=CC1)NC1=CC=C2C(N(N(C2=C1)C(C)C)C)=O (S)-6-((4-((2-hydroxy-1-phenylethyl)amino)-5-(3-(pyridin-3-yl)-1,2,4-oxadiazol-5-yl)pyrimidin-2-yl)amino)-1-isopropyl-2-methyl-1,2-dihydro-3H-indazol-3-one